OC1=C(C=CC(=C1)OC(CC)=O)C(CN1N=CN=C1)=O (2'-Hydroxy-4'-propionyloxy-phenyl)-2-(1H-1,2,4-triazolyl)ethanone